COC1=CC=C(C=C1)CN1CC(CC1)O 1-[(4-methoxyphenyl)methyl]pyrrolidin-3-ol